C1(C=CC=C1)[Si]([Si](C)(C)C1C(=CC2=C(C=CC=C12)C1=CC(=CC(=C1)C(C)(C)C)C(C)(C)C)C)(C)C 1-(cyclopenta-2,4-dien-1-yl)-2-(4-(3,5-di-tert-butylphenyl)-2-methyl-1H-inden-1-yl)-1,1,2,2-tetramethyldisilane